BrCC1=CC=C(C2=CC=CC=C12)C(=O)OC methyl 4-(bromomethyl)-1-naphthoate